[(2R,4R)-4-(1H-Pyrrol-1-ylmethyl)-pyrrolidin-2-yl]methyloxyl-7-oxo-6-(sulfooxy)-1,6-diazabicyclo[3.2.1]octan-2-carboxamid N1(C=CC=C1)C[C@@H]1C[C@@H](NC1)COC1(N2C(N(C(CC1)C2)OS(=O)(=O)O)=O)C(=O)N